C(CC1=C(C(=C(C(=C1Br)Br)Br)Br)Br)C2=C(C(=C(C(=C2Br)Br)Br)Br)Br decabromoDiphenylethane